F[Si](C(CBr)=O)F difluorobromoacetyl-silicon